C1(=CC=CC=C1)CSC1=NC=CC=C1[N+](=O)[O-] 2-(phenylmethylthio)-3-nitropyridine